(Z)-3,7-dimethylnon-1,6-dien-3-yl acetate C(C)(=O)OC(C=C)(CC\C=C(/CC)\C)C